8-bromo-2-(morpholin-4-yl)-N-{[5-(pyridin-2-yl)-4H-1,2,4-triazol-3-yl]methyl}pyrazolo[1,5-a][1,3,5]triazin-4-amine BrC=1C=NN2C1N=C(N=C2NCC2=NN=C(N2)C2=NC=CC=C2)N2CCOCC2